(4-(2-methylpropyl)phenyl)iodonium CC(CC1=CC=C(C=C1)[IH+])C